(1s,4r,5r,7s)-3,4-dibenzyl-2-oxo-6,8-dioxa-3-azabicyclo[3.2.1]octan-7-carboxylic acid C(C1=CC=CC=C1)N1C([C@@H]2[C@H](O[C@H]([C@H]1CC1=CC=CC=C1)O2)C(=O)O)=O